O(C=1C=C(C=CC1)C1=NC2=C(N1C1=C(C=C(C=C1C(C)C)Br)C(C)C)C=CC=C2)C=2C=C(C=CC2)C2=NC1=C(N2C2=C(C=C(C=C2C(C)C)Br)C(C)C)C=CC=C1 2,2'-(oxybis(3,1-phenylene))bis(1-(4-bromo-2,6-diisopropylphenyl)-1H-benzo[d]imidazole)